O(C1=CC=CC=C1)C=1C=C(C=CC1)CCNC([O-])=O N-[2-(3-phenoxyphenyl)ethyl]carbamate